C(C)(=O)OC1=CC=CC=C1 4-acetoxybenzol